2,5-diethylthioxanthone C(C)C1=CC=2C(C3=CC=CC(=C3SC2C=C1)CC)=O